tert-Butyl 6-(2,2-dimethylmorpholino)quinoline-4-carboxylate CC1(OCCN(C1)C=1C=C2C(=CC=NC2=CC1)C(=O)OC(C)(C)C)C